C(CC)C1=CNC=C1 3-n-propylpyrrol